FCCN1C=C(C2=C(C=CC=C12)CC1=CC=C(C=C1)C(F)(F)F)C(=O)N[C@@H](C)C1=CC=C(C(=O)OC)C=C1 methyl 4-[(1S)-1-[[1-(2-fluoroethyl)-4-[[4-(trifluoromethyl)phenyl]methyl]indole-3-carbonyl]amino]ethyl]benzoate